N,N''-Bis-(5-triethoxysilyl-2-thiapentyl)-N,N',N',N''-tetrakis-methoxymethyl-[1,3,5]triazin-2,4,6-triamin C(C)O[Si](CCCSCN(C1=NC(=NC(=N1)N(COC)COC)N(COC)CSCCC[Si](OCC)(OCC)OCC)COC)(OCC)OCC